BrC=1C=C(C=CC1)CS(=O)(=O)NC1=CC=C(C=C1)N1C2=C(NC(CC1=O)=O)C1=CC=CC=C1C=C2 1-(3-bromophenyl)-N-[4-(2,4-dioxo-1,2,3,4-tetrahydronaphtho[1,2-b][1,4]diazepine-5-yl)phenyl]methanesulfonamide